C1(CCCC1)C(C(=O)NCCF)C cyclopentyl-N-(2-fluoroethyl)propanamide